The molecule is an antifungal macrolactone antibiotic, obtained from Diheterospora chlamydosporia and Chaetomium chiversii that inhibits protein tyrosine kinase and heat shock protein 90 (Hsp90). It has a role as a tyrosine kinase inhibitor, an antifungal agent and a metabolite. It is a macrolide antibiotic, an epoxide, an enone, a cyclic ketone, a member of phenols and a member of monochlorobenzenes. C[C@@H]1C[C@@H]2[C@H](O2)/C=C\\C=C\\C(=O)CC3=C(C(=CC(=C3Cl)O)O)C(=O)O1